FC1=C(C=CC(=C1)[C@H](C(=O)O)C)C1=CC=CC=C1 |r| (±)-2-fluoro-α-methyl-(1,1'-biphenyl)-4-acetic acid